C(#N)C[C@H]1CN(CCN1C(C=C)=O)C1=CC(=NC(=N1)NCCN1CCOCC1)C(=O)NC1=CC(=CC2=CC=CC=C12)O 6-[(3S)-3-(cyanomethyl)-4-prop-2-enoyl-piperazin-1-yl]-N-(3-hydroxy-1-naphthyl)-2-(2-morpholinoethylamino)pyrimidine-4-carboxamide